BrC=1C(=C(N)C=C(C1)Cl)OC 3-bromo-5-chloro-2-methoxyaniline